2-[(2S)-2-amino-4-fluorobutyl]-3-bromo-5-chloro-N-[(1,3-thiazol-2-yl)methyl]thieno[3,2-b]pyridin-7-amine N[C@H](CC1=C(C2=NC(=CC(=C2S1)NCC=1SC=CN1)Cl)Br)CCF